FC(OC=1C=C(C=CC1)NC(NC1=CC=CC=C1)=O)F 3-[3-(difluorometh-oxy)-phenyl]-1-phenylurea